C1CCC2=C(C=3CCCC3C=C12)NC(=O)N=S(=O)(N)C=1C=NN2C1OCCC(C2)OC N'-((1,2,3,5,6,7-hexahydro-s-indacen-4-yl)carbamoyl)-7-methoxy-5,6,7,8-tetrahydropyrazolo[5,1-b][1,3]oxazepine-3-sulfonimidamide